(3R)-3-[(8-methyl-6-quinolyl)amino]Pyrrolidine CC=1C=C(C=C2C=CC=NC12)N[C@H]1CNCC1